5-(Allyloxy)-5-oxo-2-(phosphonomethyl)pentanoic acid C(C=C)OC(CCC(C(=O)O)CP(=O)(O)O)=O